[SiH3][Cr](=O)(=O)(O)O.[Cr](=O)(=O)(O[SiH3])O silyl chromate (silylchromate)